(S)-2'-hydroxy-3'-isopropyl-6,6'-dimethyl-[1,1'-biphenyl]-2-carbonitrile OC1=C(C(=CC=C1C(C)C)C)C=1C(=CC=CC1C)C#N